(S)-5-(6-chloro-4-(3-fluoropyrrolidin-1-yl)pyridazin-3-yl)pyrimidine-2,4(1H,3H)-dione ClC1=CC(=C(N=N1)C=1C(NC(NC1)=O)=O)N1C[C@H](CC1)F